6-bromo-7-(2,4-difluorophenoxy)-3-(ethylthio)imidazo[1,5-a]pyridine BrC=1C(=CC=2N(C1)C(=NC2)SCC)OC2=C(C=C(C=C2)F)F